FC=1C=C(C=CC1I)C(C#N)C#N (3-fluoro-4-iodophenyl)malononitrile